S1C=NC2=C1C=CC(=C2)C(C)=O 1-(benzo[d]thiazol-5-yl)ethan-1-one